C(C)(C)C1=C(C(=CC=C1)C(C)C)NC(=O)NS(=O)(=O)C1=CC=C(S1)B(O)O (5-(N-((2,6-diisopropylphenyl)carbamoyl)sulfamoyl)thiophen-2-yl)boronic acid